C1(CCC1)C=1C(=NN(C1C1=CC=C(C=C1)F)C)NC(CC1=CC(=C(C=C1)F)F)=O N-(4-cyclobutyl-5-(4-fluorophenyl)-1-methyl-1H-pyrazol-3-yl)-2-(3,4-difluorophenyl)acetamide